C(C)(C)(C)OC(=O)N(C(OC(C)(C)C)=O)C1=C(C(=CC(=C1)F)C=C)F tert-butyl (tert-butoxycarbonyl)(2,5-difluoro-3-vinylphenyl)carbamate